F[Sb-](F)(F)(F)(F)F.C(CCCCCCCCCCC)C1=C(C=CC=C1)[I+]C1=C(C=CC=C1)CCCCCCCCCCCC Di-(dodecyl-phenyl)-iodonium hexafluoroantimonat